7-(5-fluoro-2-(((3S,4R)-3-hydroxytetrahydro-2H-pyran-4-yl)amino)pyrimidin-4-yl)-2-(((S)-3-hydroxypiperidin-1-yl)methyl)-1-isopropylquinolin-4(1H)-one FC=1C(=NC(=NC1)N[C@H]1[C@@H](COCC1)O)C1=CC=C2C(C=C(N(C2=C1)C(C)C)CN1C[C@H](CCC1)O)=O